C(C)(C)(C)OC(=O)N1CC(CC1(C)C)C(=O)O 1-(tert-butoxycarbonyl)-5,5-dimethylpyrrolidine-3-carboxylic acid